CN=C(NC=1C(=NC(=CC1)C)C)C N'-methyl-6-methyl-2-methyl-3-pyridyl-methyl-formamidine